ClCCOC1=C2CN(C(C2=CC=C1)=C=O)C1CNCCC1 3-(4-(2-chloroethoxy)-1-carbonylisoindolin-2-yl)piperidine